COC(CO)O MonomethoxyEthylene Glycol